tert-butyl 3-(1-(cyclopropylmethyl)-6-(N-(1-methylcyclopropyl)sulfamoyl)-2,4-dioxo-1,4-dihydroquinazolin-3(2H)-yl)-3-methylazetidine-1-carboxylate C1(CC1)CN1C(N(C(C2=CC(=CC=C12)S(NC1(CC1)C)(=O)=O)=O)C1(CN(C1)C(=O)OC(C)(C)C)C)=O